FC(C1=CC=C(C=N1)C=NO)(F)F (3E)-6-(trifluoromethyl)pyridine-3-carbaldehyde oxime